3-(5-cyano-4-((cyclopropylmethyl)amino)pyridin-2-yl)-1-(6-formyl-5-((4-methyl-2-oxopiperazin-1-yl)methyl)pyridin-2-yl)-1-(2-methoxyethyl)urea C(#N)C=1C(=CC(=NC1)NC(N(CCOC)C1=NC(=C(C=C1)CN1C(CN(CC1)C)=O)C=O)=O)NCC1CC1